C(#N)C1=CC(=C(OCC2=CC=CC(=N2)OC2CCN(CC2)CC2=NC=3C(=NC(=CC3)C(=O)O)N2C[C@H]2OCC2)C=C1)F (S)-2-((4-((6-((4-Cyano-2-fluorophenoxy)methyl)pyridin-2-yl)oxy)piperidin-1-yl)methyl)-3-(oxetan-2-ylmethyl)-3H-imidazo[4,5-b]pyridine-5-carboxylic acid